ClC1=C(C#N)C=CC(=C1)N1CC2(C[C@H]1C)CCN(CC2)C2=CC=C(C=C2)C(=O)N2CCC(CC2)CN2CCN(CC2)C2=CC=C(C=C2)NC2C(NC(CC2)=O)=O 2-Chloro-4-((3R)-8-(4-(4-((4-(4-((2,6-dioxo-piperidin-3-yl)amino)-phenyl)piperazin-1-yl)-methyl)piperidine-1-carbonyl)phenyl)-3-methyl-2,8-diazaspiro[4.5]decan-2-yl)benzonitrile